C1(CCCCCCCCCCN1)=O undecanolactam